C(C)OC=1C=C(C=CC1OC)[C@@H](CS(=O)(=O)C)N1C(C2=CC=CC(=C2C1=O)NC(CC)=O)=O N-{2-[(1S)-1-(3-ethoxy-4-methoxyphenyl)-2-methylsulfonylethyl]-1,3-dioxo-2,3-dihydro-1H-isoindol-4-yl}propionamide